iridium(III) tris[(dimethylfluorenyl)isoquinoline] CC=1C(=C(C=2CC3=CC=CC=C3C2C1)C1=NC=CC2=CC=CC=C12)C.CC=1C(=C(C=2CC3=CC=CC=C3C2C1)C1=NC=CC2=CC=CC=C12)C.CC=1C(=C(C=2CC3=CC=CC=C3C2C1)C1=NC=CC2=CC=CC=C12)C.[Ir+3]